C(OCC1=CC=C(C=C1)O)OCC1=CC=C(C=C1)O 4,4'-(methylenebis(oxy)bis(methylene))diphenol